(1-ISOCYANOETHYL)BENZENE [N+](#[C-])C(C)C1=CC=CC=C1